C(CCCC)C1=NC(=NC(=N1)CCCCC)C1=CC=C(C=C1)F 2,4-dipentyl-6-p-fluorophenyl-1,3,5-triazine